CC1=CC=C(C=C1)S(=O)(=O)O.FC1=C(OC2CNC2)C=CC(=C1)C(F)(F)F 3-(2-fluoro-4-(trifluoromethyl)phenoxy)azetidine 4-methylbenzenesulfonate